N-(2-chloro-4-(3-((5-(2,6-dioxopiperidin-3-yl)-4-oxo-5,6-dihydro-4H-thieno[3,4-c]pyrrol-1-yl)methyl)ureido)phenyl)acetamide ClC1=C(C=CC(=C1)NC(=O)NCC=1SC=C2C1CN(C2=O)C2C(NC(CC2)=O)=O)NC(C)=O